1-(4-(3,4-dichlorophenyl)thiazol-2-yl)-3-methyl-4-(2-(methylsulfonyl)benzyl)-1H-pyrazole-5-carboxylic acid methyl ester COC(=O)C1=C(C(=NN1C=1SC=C(N1)C1=CC(=C(C=C1)Cl)Cl)C)CC1=C(C=CC=C1)S(=O)(=O)C